acetyl-N-(6-chloropyridin-2-yl)-5-methyl-2-azabicyclo[3.1.0]Hexane-3-carboxamide C(C)(=O)C12NC(CC2(C1)C)C(=O)NC1=NC(=CC=C1)Cl